((3-(1-(4-bromo-3-chlorophenyl)cyclopropyl)-1,2,4-oxadiazol-5-yl)methyl)acrylic acid BrC1=C(C=C(C=C1)C1(CC1)C1=NOC(=N1)CC(C(=O)O)=C)Cl